(R)-N-((5-chloro-2-methoxyphenyl)(1H-indole-2-yl)methyl)-4'-hydroxy-[1,1'-biphenyl]-3-carboxamide ClC=1C=CC(=C(C1)[C@@H](NC(=O)C=1C=C(C=CC1)C1=CC=C(C=C1)O)C=1NC2=CC=CC=C2C1)OC